S1C(=NC2=C1C=CC=C2)C(=O)N2[C@@H](C1=C(CC2)NC=N1)C1=NN2C(C(=CC=C2)C(F)F)=C1 (S)-benzo[d]thiazol-2-yl(4-(4-(difluoromethyl)pyrazolo[1,5-a]pyridin-2-yl)-1,4,6,7-tetrahydro-5H-imidazo[4,5-c]pyridin-5-yl)methanone